4-Amino-1,1-difluoro-5-hydroxy-pent-3-en-2-on NC(=CC(C(F)F)=O)CO